N-(4-((7-Azaspiro[3.5]nonan-2-yl)sulfonyl)-2-chlorophenyl)-8-ethoxy-7-(1H-pyrazol-4-yl)-[1,2,4]triazolo[1,5-a]pyridin-2-amine C1C(CC12CCNCC2)S(=O)(=O)C2=CC(=C(C=C2)NC2=NN1C(C(=C(C=C1)C=1C=NNC1)OCC)=N2)Cl